5-allyl-2-((2-(trimethylsilyl)ethoxy)methyl)pyridazin-3(2H)-one C(C=C)C1=CC(N(N=C1)COCC[Si](C)(C)C)=O